N1CC(C1)OC1=C(C=C2C(=CC=NC2=C1)OC1=C(C=C(C=C1F)C1=NC=CC(=C1C(=O)N)OC1CC1)F)OC (4-([7-(azetidin-3-yloxy)-6-methoxyquinolin-4-yl]oxy)-3,5-difluorophenyl)-4-cyclopropoxypyridine-3-carboxamide